C(C\C=C\CCCC)(=O)O (E)-3-octenoic acid